CC/C=C\\C/C=C\\C=C\\[C@@H](CCCCCCCC(=O)O)OO The molecule is a (10E,12Z,15Z)-9-hydroperoxyoctadeca-10,12,15-trienoic acid which has R-configuration at the chiral centre. It is a conjugate acid of a (9R,10E,12Z,15Z)-9-hydroperoxyoctadeca-10,12,15-trienoate. It is an enantiomer of a (9S,10E,12Z,15Z)-9-hydroperoxyoctadeca-10,12,15-trienoic acid.